tert-butyl 4-((5-chloro-2-(methoxycarbonyl)thiophen-3-yl)oxy)-2-methylpiperidine-1-carboxylate ClC1=CC(=C(S1)C(=O)OC)OC1CC(N(CC1)C(=O)OC(C)(C)C)C